C(C)(C)(C)C=1C=CC(=C(C=O)C1)Br 5-tertiary butyl-2-bromobenzaldehyde